C(CC)NC1CC2=CC=CC=C2CC1 N-propyl-1,2,3,4-tetrahydronaphthalen-2-amine